BrC=C=C bromoallene